OC=1C=C(C=CC1)C=1C=2C=CC(=C(C3=CC=C(N3)C(=C3C=CC(C(=C4C=CC1N4)C4=CC(=CC=C4)O)=N3)C3=CC(=CC=C3)O)C=3C=C(OCCCCC(=O)N)C=CC3)N2 5-(3-(10,15,20-tris(3-hydroxyphenyl)porphyrin-5-yl)phenoxy)pentanamide